(3S)-N-(3-[2-[(5R)-5-hydroxy-2-oxopiperidin-1-yl]-6-(morpholin-4-yl)pyridin-4-yl]-4-methylphenyl)-3-(2,2,2-trifluoroethyl)pyrrolidine-1-carboxamide O[C@@H]1CCC(N(C1)C1=NC(=CC(=C1)C=1C=C(C=CC1C)NC(=O)N1C[C@@H](CC1)CC(F)(F)F)N1CCOCC1)=O